(2-(cyclopentylmethoxy)phenyl)(p-tolyl)sulfane C1(CCCC1)COC1=C(C=CC=C1)SC1=CC=C(C=C1)C